1-methyl-3-methylimidazolium maleate C(\C=C/C(=O)[O-])(=O)[O-].CN1C=[N+](C=C1)C.CN1C=[N+](C=C1)C